BrC=1C(=CC2=CN(N=C2C1)CCC(=O)N)[N+](=O)[O-] 3-(6-bromo-5-nitro-2H-indazol-2-yl)propanamide